2,3,4-trihydroxybutyl (4-methoxybenzoate) COC1=CC=C(C(=O)OCC(C(CO)O)O)C=C1